4-(3-amino-2-methoxyphenyl)-1-methyl-1H-imidazole-5-carbonitrile NC=1C(=C(C=CC1)C=1N=CN(C1C#N)C)OC